C(C)OC1=C(C=CC=C1)NC(=O)C(=O)NC1=C(C=CC=C1)CC N-(2-ethoxyphenyl)-N'-(2-ethylphenyl)-oxamide